(1-(2-aminoethyl)piperidin-4-yl)methanol NCCN1CCC(CC1)CO